2-Hydroxy-2,6,6-trimethylbicyclo[3.1.1]heptan-3-one OC1(C2C(C(CC1=O)C2)(C)C)C